[N+](=O)([O-])C1(CC=C(C=C1)S)C 4-nitro-1-mercapto-4-methylbenzene